(S)-3-(4-((1-cyclopentyl-3-(3,5-difluoro-4-hydroxyphenyl)-1H-indazol-6-yl)methoxy)phenyl)butanoic acid C1(CCCC1)N1N=C(C2=CC=C(C=C12)COC1=CC=C(C=C1)[C@H](CC(=O)O)C)C1=CC(=C(C(=C1)F)O)F